ClC1=CC=C2C=3C(=CC=CC3C(C2=C1)(C)C)OB(O)O (7-chloro-9,9-dimethylfluoren-4-yl)boric acid